FC1=C(C=C(C=C1)F)[C@@]1(O[C@H]1C)CN1N=CN=C1 (2R,3S)-2-(2,5-difluorophenyl)-3-methyl-2-[(1H-1,2,4-triazol-1-yl)methyl]oxirane